ClC=1C=C2C=C(NC2=CC1)CN1CCNCC1 5-chloro-2-(piperazin-1-ylmethyl)-1H-indole